(S)-N-(3-(5-chloro-2-methoxyphenyl)-1-(2-(2-methylpyrrolidin-1-yl)-2-oxoethyl)-1H-pyrazol-4-yl)pyrazolo[1,5-a]pyrimidine-3-carboxamide ClC=1C=CC(=C(C1)C1=NN(C=C1NC(=O)C=1C=NN2C1N=CC=C2)CC(=O)N2[C@H](CCC2)C)OC